4-[tert-butyl-(dimethyl)silyl]oxyindan-1-one C(C)(C)(C)[Si](OC1=C2CCC(C2=CC=C1)=O)(C)C